6-[[6-(trifluoromethyl)pyrimidin-4-yl]methyl]-2-azaspiro[3.3]heptane FC(C1=CC(=NC=N1)CC1CC2(CNC2)C1)(F)F